O[C@@H](CC(=O)O)CCCCCCC |r| (±)-3-hydroxydecanoic acid